[(1-methylpiperidin-4-yl)methyl]-8-oxononanamide tert-butyl-(R)-3-((3-((1-(1-(ethylsulfonyl)piperidin-4-yl)ethyl)carbamoyl)-4-methylphenyl)amino)azetidine-1-carboxylate C(C)(C)(C)OC(=O)N1CC(C1)NC1=CC(=C(C=C1)C)C(N[C@H](C)C1CCN(CC1)S(=O)(=O)CC)=O.CN1CCC(CC1)CC(C(=O)N)CCCCCC(C)=O